BrCCCCCCO[Si](OC(OCCCCCCCC\C=C/C\C=C/CCCCC)CCCCCCCCCCCCCCC)(C)C (20Z,23Z)-1-bromo-8,8-dimethyl-10-pentadecyl-7,9,11-trioxa-8-silanonacosa-20,23-diene